3,2-dihydroxyphenylacetic acid OC=1C(=C(C=CC1)CC(=O)O)O